BrC=1C=C2C(N(C=NC2=CC1)C[C@@H](C(=O)O)NC(=O)OC(C)(C)C)=O (S)-3-(6-bromo-4-oxoquinazolin-3(4H)-yl)-2-((tert-butoxycarbonyl)amino)propanoic acid